[(methyl-d3)benzofuropyridinyl]pyridine C([2H])([2H])([2H])C=1C(=NC2=C(C1)OC1=C2C=CC=C1)C1=NC=CC=C1